ethyl (2S)-3,3-dicyclopropyl-2-[(3-ethyltriazole-4-carbonyl)amino]propanoate C1(CC1)C([C@@H](C(=O)OCC)NC(=O)C=1N(N=NC1)CC)C1CC1